ClC1=CC=C(C=C1)CN1C([C@H](CSC2=C1C=C(C=C2)C(NNC(=O)N2CC(OCC2)(F)F)=O)NC(OC(C)(C)C)=O)=O tert-butyl N-[(3R)-5-[(4-chlorophenyl)methyl]-7-[[(2,2-difluoromorpholine-4-carbonyl)amino]carbamoyl]-4-oxo-2,3-dihydro-1,5-benzothiazepin-3-yl]carbamate